Br.NCC1=C(C(OC2=CC(=CC=C12)OC(N(C)C)=O)=O)CC1=C(C(=CC=C1)NS(NC)(=O)=O)F dimethyl-carbamic acid 4-(aminomethyl)-3-(2-fluoro-3-((N-methylsulfamoyl) amino) benzyl)-2-oxo-2H-chromen-7-yl ester hydrobromide